FMOC-Beta-Alanyl-Biotin C(=O)(OCC1C2=CC=CC=C2C2=CC=CC=C12)NCCC(=O)C(C(O)=O)CCC[C@@H]1SC[C@@H]2NC(=O)N[C@H]12